N1N=NN=C1CNC1=C2N=CN(C2=NC(=N1)C=1C=NC=C(C1)Cl)[C@H]1[C@@H]([C@@H]([C@H](O1)C(=O)NC([2H])([2H])[2H])O)O (2s,3s,4r,5r)-5-(6-((1H-tetrazol-5-yl)methylamino)-2-(5-chloropyridin-3-yl)-9H-purin-9-yl)-3,4-dihydroxy-N-(methyl-d3)-tetrahydrofuran-2-carboxamide